methyl 5-(trans-4-(tert-butoxycarbonyl)-4-methylcyclohexyl)-1-methyl-4,5,6,7-tetrahydro-1H-imidazo[4,5-c]pyridine-2-carboxylate C(C)(C)(C)OC(=O)C1(CCC(CC1)N1CC2=C(CC1)N(C(=N2)C(=O)OC)C)C